BrC1=CN=CN1C(C)C 5-bromo-1-isopropyl-1H-imidazole